C(=S)SP(=O)(OCC)OCC diethoxyphosphinyl dithioformate